4-Bromoindole BrC1=C2C=CNC2=CC=C1